N-((3-cyano-4-isopropoxybenzoyl)oxy)-3-methoxy-1H-indene-7-carboximidamide C(#N)C=1C=C(C(=O)ONC(=N)C=2C=CC=C3C(=CCC23)OC)C=CC1OC(C)C